2-phenyl-7-{[1,2,4]triazolo[4,3-a]pyridin-3-yl}-5,7-diazaspiro[3.4]octane-6,8-dione C1(=CC=CC=C1)C1CC2(C1)NC(N(C2=O)C2=NN=C1N2C=CC=C1)=O